methyl-6-((((2R,3R)-3-(2,5-difluorophenyl)-3-hydroxy-4-(1H-1,2,4-triazol-1-yl)butan-2-yl)disulfanyl)methyl)nicotinate COC(C1=CN=C(C=C1)CSS[C@H](C)[C@@](CN1N=CN=C1)(O)C1=C(C=CC(=C1)F)F)=O